FC(OC=1C(=CC2=CN(N=C2C1)C1CCNCC1)NC(=O)C1=NC(=CC=C1)C(F)(F)F)F 4-(6-(Difluoromethoxy)-5-(6-(trifluoromethyl)pyridinecarboxamido)-2H-indazol-2-yl)piperidine